tert-butyl-4-(1-ethyl-2-oxo-1,2-dihydrobenzo[cd]indole-6-sulfonamido)piperidine-1-carboxylic acid tert-butyl ester C(C)(C)(C)OC(=O)N1C(CC(CC1)NS(=O)(=O)C=1C=2C3=C(C(N(C3=CC1)CC)=O)C=CC2)C(C)(C)C